trifluoroacetyl-diethylamine FC(C(=O)N(CC)CC)(F)F